(S)-4-(7-(difluoromethyl)imidazo[1,2-a]pyridin-3-yl)-7-((6-((dimethylamino)-methyl)-5-(tetrahydrofuran-3-yl)pyridin-2-yl)amino)isoindolin-1-one FC(C1=CC=2N(C=C1)C(=CN2)C2=C1CNC(C1=C(C=C2)NC2=NC(=C(C=C2)[C@H]2COCC2)CN(C)C)=O)F